C(C)(C)(C)OC(=O)N1CC(N(CC1)C1=CN=C2N1N=CC=C2)=O.C2(CO2)C2CC1=CC=CC3=CC=CC2=C13 1-(1,2-epoxyethyl)acenaphthene tert-butyl-4-imidazo[1,2-b]pyridazin-3-yl-3-oxo-piperazine-1-carboxylate